CC=1C=CC(=NC1)C=CC(=O)OCC Ethyl 3-(5-methylpyridin-2-yl)acrylate